2-[5-[(1S)-1-[[6-chloro-8-(trifluoromethyl)quinazolin-4-yl]amino]ethyl]-1,2,4-triazol-1-yl]-N-[(4-methoxyphenyl)methyl]-pyrimidine-5-carboxamide ClC=1C=C2C(=NC=NC2=C(C1)C(F)(F)F)N[C@@H](C)C1=NC=NN1C1=NC=C(C=N1)C(=O)NCC1=CC=C(C=C1)OC